C(CCCCCCCCCCCCCCCCC)N(C([S-])=S)CCCCCCCCCCCCCCCCCC.[Na+] sodium dioctadecyl-dithiocarbamic acid salt